COC1=CC=C(CNC(CN2C(=NC(=C2)[N+](=O)[O-])C2=CN=CS2)=O)C=C1 N-(4-methoxybenzyl)-2-(4-nitro-2-(thiazol-5-yl)-1H-imidazol-1-yl)acetamide